(4-chlorophenyl)-2-(5-fluoropyridin-3-yl)-3-oxo-2,3-dihydropyridazine-4-carboxylic acid ClC1=CC=C(C=C1)C1=C(C(N(N=C1)C=1C=NC=C(C1)F)=O)C(=O)O